methyl-4-bromo-1-methyl-1H-indole CC=1N(C2=CC=CC(=C2C1)Br)C